N(=O)NC1=C(C=CC=C1)NN=O N,N'-dinitrosophenylenediamine